n-Amylnatrium C(CCCC)[Na]